CC=1N=C(C2=C(N1)SC=C2)[C@@H]2[C@H](C2)C2=CC=C(C(=O)N)C=C2 4-((1S,2S)-2-(2-methylthieno[2,3-d]pyrimidin-4-yl)cyclopropyl)benzamide